OC1=NC(=CC(=N1)C=CC1=CC=C(C=C1)OC)C=CC1=CC=C(C=C1)OC 2-hydroxy-4,6-di(4-methoxystyryl)pyrimidine